(2S)-1-[1-(5-pyrazol-1-yl-2-thienyl)cyclopropanecarbonyl]-N-[(1S)-1-(2-amino-2-oxo-ethyl)prop-2-ynyl]pyrrolidine-2-carboxamide N1(N=CC=C1)C1=CC=C(S1)C1(CC1)C(=O)N1[C@@H](CCC1)C(=O)N[C@H](C#C)CC(=O)N